N[C@@H](C(=O)N1CCN(CC1)CC1=C(C=CC=C1)SC)C1CCN(CC1)CCC1=C(C=CC(=C1)Cl)C1=CC=CC=C1 (R)-2-amino-2-(1-(2-(4-chloro-[1,1'-biphenyl]-2-yl)ethyl)piperidin-4-yl)-1-(4-(2-(methylthio)benzyl)piperazin-1-yl)ethan-1-one